FC(C1=NC(=NC(=N1)C(F)(F)F)N1[C@H](C=2NC3=CC=C(C=C3C2CC1)Br)C[C@@H]1COCCC1)(F)F (1S)-2-[4,6-bis(trifluoromethyl)-1,3,5-triazin-2-yl]-6-bromo-1-{[(3R)-oxan-3-yl]methyl}-2,3,4,9-tetrahydro-1H-pyrido[3,4-b]indole